FC1=CC=C(C=C1)C(C)C1=C(N=C(C(=N1)C(=O)N[C@@H]1C[C@@H](C1)OC)C)NCCN1CCCC1 6-(1-(4-fluorophenyl)ethyl)-N-(cis-3-methoxycyclobutyl)-3-methyl-5-((2-(pyrrolidin-1-yl)ethyl)amino)pyrazine-2-carboxamide